ClC1=C2C(=CN=CC2=CC=C1)C(NC(=O)[C@@H]1[C@H]2C([C@H]2CN1C([C@H](C(C)(C)C)NC=1N=NC(=CC1)C(F)(F)F)=O)(C)C)C#N (1R,2S,5S)-N-[(5-chloro-4-isoquinolyl)-cyano-methyl]-3-[(2S)-3,3-dimethyl-2-[[6-(trifluoromethyl)pyridazin-3-yl]amino]butanoyl]-6,6-dimethyl-3-azabicyclo[3.1.0]hexane-2-carboxamide